4-oxo-1-((tetrahydro-2H-pyran-4-yl)methyl)-1,4-dihydroquinoline-3-carboxylic acid O=C1C(=CN(C2=CC=CC=C12)CC1CCOCC1)C(=O)O